CN(CCC(=O)N1CCC(CC1)C=1C=C2C(=C(NC2=CC1)C=1C=C(C=2N(C1)N=NN2)C)C(C)C)C 3-(dimethylamino)-1-(4-(3-isopropyl-2-(8-methyltetrazolo[1,5-a]pyridin-6-yl)-1H-indol-5-yl)piperidin-1-yl)propan-1-one